ClC1=NC=C(C(=O)NC=2C=C(C=CC2N2C[C@@H](N([C@@H](C2)C)C)C)N2N=NC(=C2)C(=O)O)C(=C1)C(F)(F)F.C(C)N1C=C(C(=C1)C1=C(C(=CC=C1)OC)C)C ethyl-4-(3-methoxy-2-methylphenyl)-3-methyl-1H-pyrrole 1-(3-(6-chloro-4-(trifluoromethyl)nicotinamido)-4-((3S,5R)-3,4,5-trimethylpiperazin-1-yl)phenyl)-1H-1,2,3-triazole-4-carboxylate